ClC=1C(=C2C=NNC2=CC1C1CCNCC1)F 5-chloro-4-fluoro-6-(piperidin-4-yl)-1H-indazole